OC=1C(OC2=C(C1)C(=CC(=C2)O)O)C2=CC(=C(C=C2)O)O 3,5,7-trihydroxy-2-(3,4-dihydroxyphenyl)benzopyran